COC1=CC=C(CN2C=NC3=C2CCOC32CC(C(CC2)=O)(C)C)C=C1 1'-(4-methoxybenzyl)-3,3-dimethyl-6',7'-dihydro-1H-spiro[cyclohexane-1,4'-pyrano[3,4-d]imidazol]-4-one